2-[2-[methyl-(sulfamoyl)amino]ethoxy]tetrahydropyran CN(CCOC1OCCCC1)S(N)(=O)=O